C(C)(C)(C)C1=NC(=NC=C1)Cl 4-tert-butyl-2-chloropyrimidine